O=C1N(CCC12CCC(CC2)C(=O)NN)C(C)C (5s,8s)-1-oxo-2-(propan-2-yl)-2-azaspiro[4.5]Decane-8-carboxylic acid hydrazide